C12(CC3CC(CC(C1)C3)C2)NC=2N=NN(C2)CCCNC2=C3C(N(C(=NC3=CC=C2)C)C2C(NC(CC2)=O)=O)=O 3-(5-((3-(4-(((3s,5s,7s)-adamantan-1-yl)amino)-1H-1,2,3-triazol-1-yl)propyl)amino)-2-methyl-4-oxoquinazolin-3(4H)-yl)piperidine-2,6-dione